silver-Palladium-copper [Cu].[Pd].[Ag]